ClC1=CC(=C2C(=N1)N(N=C2)C)CO (6-chloro-1-methyl-1H-pyrazolo[3,4-b]pyridin-4-yl)methanol